4-ethylcyclohexenone C(C)C1C=CC(CC1)=O